5-ethyl-2-((1S,2S)-2-hydroxycyclopentyl)-6-(4-(1-methyl-1H-1,2,3-triazol-4-yl)benzyl)isoindolin-1-one C(C)C=1C=C2CN(C(C2=CC1CC1=CC=C(C=C1)C=1N=NN(C1)C)=O)[C@@H]1[C@H](CCC1)O